CNC(=O)C1=C(C=C(N1)C(=O)OCC)O[C@@H](C)C1=CC=CC=C1 ethyl (S)-5-(methylcarbamoyl)-4-(1-phenylethoxy)-1H-pyrrole-2-carboxylate